C(C)(C)(C)OC(=O)N1CCC(CC1)CC(=O)N 4-(2-amino-2-oxoethyl)piperidine-1-carboxylic acid tert-butyl ester